C(#N)C=1C(=C(SC1)C(CC(F)(F)F)N(CCNC(OC(C)(C)C)=O)C1CC1)F tert-butyl (2-((1-(4-cyano-3-fluorothiophen-2-yl)-3,3,3-trifluoropropyl)(cyclopropyl)amino)ethyl)carbamate